ClC=1C(=CC2=C(N(C(O2)=O)C(C(=O)OCC(CO)(CO)N)C)C1)OC(C)C1=CN=C(O1)C 2-amino-2-(hydroxymethyl)propane-1,3-diol 3-(5-chloro-6-(1-(2-methyloxazol-5-yl)ethoxy)-2-oxobenzo[d]oxazol-3(2H)-yl)propanoate